OC(=CC(C(=O)OCC)=O)C=1SC(=CC1)C ethyl 4-hydroxy-4-(5-methylthiophen-2-yl)-2-oxobut-3-enoate